(3R,4R)-4-[4-hydroxy-4-[[4-oxo-7-(2-trimethylsilylethoxymethyl)pyrrolo[2,3-d]pyrimidin-3-yl]methyl]piperidine-1-carbonyl]-3-phenyl-piperidine-1-carboxylic acid tert-butyl ester C(C)(C)(C)OC(=O)N1C[C@H]([C@@H](CC1)C(=O)N1CCC(CC1)(CN1C=NC2=C(C1=O)C=CN2COCC[Si](C)(C)C)O)C2=CC=CC=C2